FC(C=1C=C(C=CC1)C12CN(CC2C1)C=O)(F)F (1-(3-(trifluoromethyl)phenyl)-3-azabicyclo[3.1.0]hex-3-yl)methanone